NC1=NC(=NC=C1)C=1C=NN(C1OCC(CNC1=CC(=NC=C1C(=O)OC)Cl)(C)C)C methyl 4-((3-((4-(4-aminopyrimidin-2-yl)-1-methyl-1H-pyrazol-5-yl)oxy)-2,2-dimethylpropyl)amino)-6-chloronicotinate